C1(=CC=CC2=CC=CC=C12)[C@@H](C)C1=C(C(=O)N)C=CC=C1 ((R)-1-(naphthalen-1-yl)ethyl)benzamide